NC=1C=CC(=C(C1)C1CC(NC1)=O)C 4-(5-amino-2-methylphenyl)pyrrolidin-2-one